C(CCCCCC)N(C(CCC)=O)CCCCCCC N,N-diheptyl-butyramide